(S)-2-((((9H-fluoren-9-yl)methoxy)carbonyl)amino)-3-(4-(1-methyl-1H-indol-3-yl)phenyl)propanoic acid C1=CC=CC=2C3=CC=CC=C3C(C12)COC(=O)N[C@H](C(=O)O)CC1=CC=C(C=C1)C1=CN(C2=CC=CC=C12)C